methyl-(Z)-3-(2-fluorovinyl)bicyclo[1.1.1]pentane-1-carboxylate COC(=O)C12CC(C1)(C2)\C=C/F